(S)-(5-(1-methylcyclopropyl)-1,3,4-oxadiazol-2-yl)(4-(4-(trifluoromethyl)pyrazolo[1,5-a]pyridin-2-yl)-6,7-dihydro-1H-imidazo[4,5-c]pyridin-5(4H)-yl)methanone CC1(CC1)C1=NN=C(O1)C(=O)N1[C@@H](C2=C(CC1)NC=N2)C2=NN1C(C(=CC=C1)C(F)(F)F)=C2